(Z)-5-((1-phenyl-1H-pyrrol-3-yl)methylene)thiazolidin-2,4-dione C1(=CC=CC=C1)N1C=C(C=C1)\C=C/1\C(NC(S1)=O)=O